1-methyl-5-(4-methyl-3-oxopiperazine-1-carbonyl)-1H-indole-2-carboxylic acid CN1C(=CC2=CC(=CC=C12)C(=O)N1CC(N(CC1)C)=O)C(=O)O